COC1=C(C=O)C=CC(=C1OC)OC (l)-2,3,4-trimethoxybenzaldehyde